methyl 3-[(tert-butoxycarbonyl)amino]bicyclo[1.1.1]pentane-1-carboxylate C(C)(C)(C)OC(=O)NC12CC(C1)(C2)C(=O)OC